[Na].P(OCC)(OCC)OCC triethyl phosphite, sodium salt